2-(2,6-dimethyl-4-((5-oxo-1-(4-(trifluoromethyl)phenyl)-1,5-dihydro-4H-1,2,4-triazol-4-yl)methyl)phenoxy)-2-methylpropanoic acid ethyl ester C(C)OC(C(C)(C)OC1=C(C=C(C=C1C)CN1C=NN(C1=O)C1=CC=C(C=C1)C(F)(F)F)C)=O